C(C)(C)(C)[Si](OCC1=C(C=CC(=C1F)F)O)(C)C 2-[[Tert-butyl-(dimethyl)silyl]oxymethyl]-3,4-difluoro-phenol